2-((2R,5R)-2-(((3R,5R)-3,5-dimethylmorpholino)methyl)-5-methylpiperazin-1-yl)-1-((S)-7-(4-fluorobenzyl)-2-methyl-2,3-dihydro-1H-pyrido[2,3-b][1,4]oxazin-1-yl)ethan-1-one C[C@@H]1COC[C@H](N1C[C@@H]1N(C[C@H](NC1)C)CC(=O)N1C2=C(OC[C@@H]1C)N=CC(=C2)CC2=CC=C(C=C2)F)C